3-(3,3-difluorocyclobutyl)-2-oxopropanoic acid FC1(CC(C1)CC(C(=O)O)=O)F